C(C)(C)(C)OC(=O)N(CCN(C(=O)OC1=CC=C(C(=O)NCCC[C@@H](C(=O)OC)NC(C2=CC=C(C=C2)N(C=O)CC=2N=C3C(=NC(=NC3=NC2)N)N)=O)C=C1)C)C Methyl (S)-5-(4-(((2-((tert-butoxycarbonyl)(methyl)amino)ethyl)(methyl)carbamoyl)oxy) benzamido)-2-(4-(N-((2,4-diaminopteridin-6-yl)methyl)formamido)benzamido)pentanoate